C[C@]12CC3(CC(C[C@@](C1)(C3)C)C2)C(C(=O)N)C2CCN(CC2)C(CC)=O ((1r,3R,5S,7r)-3,5-Dimethyladamantan-1-yl)-2-(1-propionylpiperidin-4-yl)acetamide